NC=1N=C(N(C(C1SC=1C(=NC=CC1)C(F)(F)F)=O)C)N1CCC2(CC1)OC1=C([C@H]2N[S@](=O)C(C)(C)C)C=CC=C1 (R)-N-((R)-1'-(4-amino-1-methyl-6-oxo-5-((2-(trifluoromethyl)pyridin-3-yl)thio)-1,6-dihydropyrimidin-2-yl)-3H-spiro[benzofuran-2,4'-piperidine]-3-yl)-2-methylpropane-2-sulfinamide